N1(N=CC=C1)CC1=NC=C(C(=O)NS(=O)(=O)C2=C(C=CC=C2OC)OC)C=C1OC 6-((1H-pyrazol-1-yl)methyl)-N-((2,6-dimethoxyphenyl)sulfonyl)-5-methoxynicotinamide